34-hydroxytetratriacontyl myristoleate C(CCCCCCC\C=C/CCCC)(=O)OCCCCCCCCCCCCCCCCCCCCCCCCCCCCCCCCCCO